C(C)C(CCCC)CCC(CCCC)CC 5,8-diethyl-dodecane